C1(CC1)C1=NN(C=N1)C1CC2(CN(C2)C(=O)C2=NC(=C(N=C2)OCC2(CC2)C(F)(F)F)C)C1 [6-(3-cyclopropyl-1,2,4-triazol-1-yl)-2-azaspiro[3.3]heptan-2-yl]-[6-methyl-5-[[1-(trifluoromethyl)cyclopropyl]methoxy]pyrazin-2-yl]methanone